C(C)[C@@]1([C@](CC=CC1)(C(=O)O)C)C(=O)O.C(CCC)OOC(C)(C)C1=CC(=CC=C1)C(C)(C)OOCCCC 1,3-bis(butylperoxyisopropyl)benzene cis-1-ethyl-2-methylcyclohex-4-en-1,2-dicarboxylate